1-(1-oxo-2-propenyl)-pyrrolidone O=C(C=C)N1C(CCC1)=O